3-methoxy-4-(2-(trifluoromethyl)benzoylamino)benzoic acid COC=1C=C(C(=O)O)C=CC1NC(C1=C(C=CC=C1)C(F)(F)F)=O